ClC1=C(C=CC=C1C1=C(C(=NC=C1)C1=CC(=C(C=C1)CN1CC2(C1)CCOCC2)OC)Cl)C2=CC=C(C(=N2)OC)CN(C(OC(C)(C)C)=O)C2CCOCC2 tert-butyl N-[[6-[2-chloro-3-[3-chloro-2-[3-methoxy-4-(7-oxa-2-azaspiro[3.5]nonan-2-ylmethyl)phenyl]-4-pyridyl]phenyl]-2-methoxy-3-pyridyl]methyl]-N-tetrahydropyran-4-yl-carbamate